ClC=1C=C2C=NN(C2=CC1N1CC(CCC1)(F)F)C=1C=NN(C1)C1CC1 5-chloro-1-(1-cyclopropyl-1H-pyrazol-4-yl)-6-(3,3-difluoropiperidin-1-yl)-1H-indazole